C(C)C1=C(C2=C(N(C(N(C2=O)CC(=O)NCC=2OC=CC2)=O)C)N=C1)OC 6-Ethyl-N-(2-furanylmethyl)-1,4-dihydro-5-methoxy-1-methyl-2,4-dioxopyrido[2,3-d]pyrimidine-3(2H)-acetamide